4-(2-methylphenyl)-5-(4-methoxyphenyl)-2-(trifluoromethyl)pyridine CC1=C(C=CC=C1)C1=CC(=NC=C1C1=CC=C(C=C1)OC)C(F)(F)F